3,5-difluoro-2,6-dimethyl-4-methoxymethylbenzyl (1R)-cis-3-[(Z)-2-chloro-3,3,3-trifluoro-1-propenyl]-2,2-dimethylcyclopropanecarboxylate Cl\C(=C/[C@@H]1C([C@@H]1C(=O)OCC1=C(C(=C(C(=C1C)F)COC)F)C)(C)C)\C(F)(F)F